C(C1=CC=CC=C1)C1(CN(CC1)S(=O)(=O)C=1C=NN(C1C)C)C=1C=C2C=NN(C2=CC1C)C=1C=CC(N(C1)C)=O 5-(5-(3-benzyl-1-((1,5-dimethyl-1H-pyrazol-4-yl)sulfonyl)pyrrolidin-3-yl)-6-methyl-1H-indazol-1-yl)-1-methylpyridin-2(1H)-one